(R)-pivaloyl-phenylalanine C(C(C)(C)C)(=O)N[C@H](CC1=CC=CC=C1)C(=O)O